ethyl 4-chloro-2-morpholino-6-(4-pyridylamino)pyrimidine-6-carboxylate ClC=1N=C(NC(C1)(C(=O)OCC)NC1=CC=NC=C1)N1CCOCC1